3-(2-cyanobenzyl)thiazole C(#N)C1=C(CN2CSC=C2)C=CC=C1